BrC=1C=CC=C2C(NC(=NC12)Cl)=O 8-bromo-2-chloroquinazolin-4(3H)-one